2,4-diamino-6-[2-(2-ethyl-4-methyl-1-imidazolyl)ethyl]-1,3,5-triazine NC1=NC(=NC(=N1)N)CCN1C(=NC(=C1)C)CC